benzyl 3-hydroxy-2-methoxypiperidine-1-carboxylate OC1C(N(CCC1)C(=O)OCC1=CC=CC=C1)OC